C1=C(C=CC2=CC=CC=C12)/C=C/C(=O)NCC(NC1=CC=NC=C1)=O (E)-3-(naphthalen-2-yl)-N-(2-oxo-2-(pyridin-4-ylamino)ethyl)acrylamide